O=C1NC(CCC1N1C(C2=CC=C(C=C2C1=O)N1CCN(CC1)CCC1CCN(CC1)C(C1=NC=C(C=C1)C=1C=CC=2C3=C(N(C2C1)C)C=CN=C3)=O)=O)=O 2-(2,6-dioxopiperidin-3-yl)-5-(4-(2-(1-(5-(5-methyl-5H-pyrido[4,3-b]indol-7-yl)picolinoyl)piperidin-4-yl)ethyl)piperazin-1-yl)isoindoline-1,3-dione